1-(4-chloro-2-morpholino-5H-pyrrolo[2,3-d]pyrimidin-7(6H)-yl)-2-methylpropan-2-ol ClC=1C2=C(N=C(N1)N1CCOCC1)N(CC2)CC(C)(O)C